3-(7-((2-(dimethylamino)ethyl)amino)-1,1-dioxido-3-(thiazol-4-yl)benzo[b]thiophen-2-yl)prop-2-yn CN(CCNC1=CC=CC2=C1S(C(=C2C=2N=CSC2)C#CC)(=O)=O)C